((2R,5R)-2-(difluoromethyl)-5-methyl-4-(1-(quinoxalin-6-yl)ethyl)piperazin-1-yl)-4-methyl-2-(tetrahydro-2H-pyran-2-yl)-2,4-dihydro-5H-pyrazolo[4,3-b]pyridin-5-one FC([C@@H]1N(C[C@H](N(C1)C(C)C=1C=C2N=CC=NC2=CC1)C)C=1N(N=C2C1N(C(C=C2)=O)C)C2OCCCC2)F